FC1=C(C=C(C=C1)NC1=NC=C(C(=N1)NN1C(OC2=C1C=CC=C2)=O)C)OC(F)(F)F [2-(4-fluoro-3-trifluoromethoxy-phenylamino)-5-methyl-pyrimidin-4-ylamino]-3H-benzooxazol-2-one